3-(Phenyloxymethyl)-1H-1,2,4-triazole-5(4H)-thione C1(=CC=CC=C1)OCC1=NNC(N1)=S